ClC1=C(C(C#N)=C(C(=C1Cl)OC1=C(C=C(C=C1)OC)OC)Cl)C#N 3,4,6-trichloro-5-(2,4-dimethoxy-phenoxy)-phthalonitrile